CCC(C(CCC)O)O trans-3,4-Heptandiol